ClC1=NC=C(C(=N1)C1=CN=C(S1)N1CC(CC1)O)Cl 1-(5-(2,5-dichloropyrimidin-4-yl)thiazol-2-yl)pyrrolidin-3-ol